FC(OC=1C=C(C2=C(C(=CC=C2C1)F)C#C)C1=C(C=2N=C(N=CC2C(=N1)N1C(CC1)C)S(=O)C)F)F 7-[3-(difluoromethoxy)-8-ethynyl-7-fluoronaphthalen-1-yl]-8-fluoro-2-methanesulfinylpyrido[4,3-d]pyrimidin-5-yl-2-methylazetidine